S-(7-oxo-7-((4-phenylthiazol-2-yl)amino)heptyl) 3-(3-(trifluoromethyl) phenyl)propane-thioate FC(C=1C=C(C=CC1)CCC(SCCCCCCC(NC=1SC=C(N1)C1=CC=CC=C1)=O)=O)(F)F